[N+]1(CC[N+](CC1)(CCCS(=O)(=O)[O-])CCCS(=O)(=O)[O-])(CCCS(=O)(=O)[O-])CCCS(=O)(=O)[O-] 3,3',3'',3'''-(piperazine-1,4-diium-1,1,4,4-tetrayl)tetrakis(propane-1-sulfonate)